COC=1C=C(C=C2C(=CC(NC12)=O)C)NC(=O)C=1C=C2C(=NC1N1CCOCC1)CO[C@@H]2C (5R)-N-(8-methoxy-4-methyl-2-oxo-1H-quinolin-6-yl)-5-methyl-2-morpholino-5,7-dihydrofuro[3,4-b]pyridine-3-carboxamide